methyl-2,2,2-trifluoroacetaldehyde CC(C(F)(F)F)=O